1,2,3,4,6-O-Pentaacetyl-D-mannose C(C)(=O)C(=O)[C@@](O)([C@@](O)([C@](O)([C@H](O)COC(C)=O)C(C)=O)C(C)=O)C(C)=O